5-[tert-butoxycarbonyl-(methyl)amino]-6,8-dihydro-5H-pyrano[3,4-b]pyridine-2-carboxylic acid C(C)(C)(C)OC(=O)N(C1COCC2=NC(=CC=C21)C(=O)O)C